Dimethyl(6-((2-((5-(1-methyl-1H-pyrazol-4-yl)-2-(2,2,2-trifluoroethoxy)phenyl)amino)-7H-pyrrolo[2,3-d]pyrimidin-4-yl)amino)quinoxalin-5-yl)phosphine oxide CP(C1=C2N=CC=NC2=CC=C1NC=1C2=C(N=C(N1)NC1=C(C=CC(=C1)C=1C=NN(C1)C)OCC(F)(F)F)NC=C2)(C)=O